C(\C=C\C)Cl (E)-but-2-enyl chloride